O1CCN(CC1)C1=NC(=C2C=C(C=NC2=C1)NS(=O)(=O)C)OC1CCC(CC1)NC1=NC=CC=N1 N-(7-morpholino-5-(((1s,4s)-4-(pyrimidin-2-ylamino)cyclohexyl)oxy)-1,6-naphthyridin-3-yl)methanesulfonamide